3-(7-(diethylamino)-2-oxo-2H-benzopyran-3-yl)acrylic acid C(C)N(C1=CC2=C(C=C(C(O2)=O)C=CC(=O)O)C=C1)CC